4-((tert-butoxycarbonyl)amino)tetrahydro-2H-pyran-4-carboxylic acid C(C)(C)(C)OC(=O)NC1(CCOCC1)C(=O)O